N,N-diethylaminosulfonic acid C(C)N(CC)S(=O)(=O)O